FC1=C(C2=C(CCO2)C=C1NC1=NC(=CC(=N1)NCCOC)C)C=1CCCNCC1 N2-[6-fluoro-7-(2,3,4,7-tetrahydro-1H-azepin-5-yl)-2,3-dihydrobenzofuran-5-yl]-N4-(2-methoxyethyl)-6-methyl-pyrimidine-2,4-diamine